BrC1=C2C[C@@H]([C@H](C2=CC(=C1)Cl)OC1=CC=CC=C1)N1C[C@@H](CCC1)N(C)C 4-[[(1S,2S)-4-bromo-6-chloro-2-[(3R)-3-(dimethylamino)piperidin-1-yl]-2,3-dihydro-1H-inden-1-yl]oxy]benzene